OC(=O)C(F)(F)F.BrC1=CC=CC(=N1)NC(=S)[C@H]1NC[C@@H](C1)F (2S,4R)-N-(6-Bromopyridin-2-yl)-4-fluoropyrrolidine-2-carbothioamide TFA salt